3-cyclohexylmethoxy-2,6,6-trimethylcyclohex-2-en-1-one C1(CCCCC1)COC1=C(C(C(CC1)(C)C)=O)C